N-(pyrazin-2-yl)acetamide N1=C(C=NC=C1)NC(C)=O